FC=1C=CC(=C(C#N)C1)O 5-fluoro-2-hydroxybenzonitrile